(3-(cyclopropylmethoxy)-4-(difluoromethoxy)phenethyl)pyridin-2(1H)-one C1(CC1)COC=1C=C(CCN2C(C=CC=C2)=O)C=CC1OC(F)F